FC(CN1N=CC=2C1=NC(=CN2)N2CCC1(CC(C1)OC1=CC(=NC=C1)C(F)(F)F)CC2)F 1-(2,2-difluoroethyl)-6-(2-((2-(trifluoromethyl)pyridin-4-yl)oxy)-7-azaspiro[3.5]nonan-7-yl)-1H-pyrazolo[3,4-b]pyrazine